C1(CC1)[C@H]1CC2=NC(=C(C(=C2CO1)C=1C(=CC=C2C=NN(C12)C)C)C#N)N1CC2(CN(C2)C(C=C)=O)CC1 (M)-(7R)-7-cyclopropyl-4-(1,6-dimethyl-1H-indazol-7-yl)-2-(2-(2-propenoyl)-2,6-diazaspiro[3.4]octan-6-yl)-7,8-dihydro-5H-pyrano[4,3-b]pyridine-3-carbonitrile